N[C@@H]1CN(CC[C@H]1F)C1=NC2=C(N1CC(=O)N1CCOCC1)C=CC(=C2)Cl (2-((3R,4R)-3-Amino-4-fluoropiperidin-1-yl)-5-chloro-1H-benzo[d]imidazol-1-yl)-1-morpholinoethanon